[Ni].[Cr].[Zn].[Cu].[Cd] cadmium-copper-zinc-chromium-nickel